methyl-5-formyl-2-methoxybenzoate COC(C1=C(C=CC(=C1)C=O)OC)=O